BrC1=CC=C(C(=O)[O-])C=C1F 4-bromo-5-fluorobenzoate